N1=C(C=CC=C1N)C1=NC(=CC=C1)N 2,2'-bipyridine-6,6'-diamine